ClC=1N=C2C(=C(C=NC2=CC1)NC(=O)NC=1C=NC(=C(C1)C(F)(F)F)N1N=CC=N1)[C@H](C)OC (S)-N-(6-chloro-4-(1-methoxyethyl)-1,5-naphthyridin-3-yl)-N'-(6-(2H-1,2,3-triazol-2-yl)-5-(trifluoromethyl)pyridin-3-yl)urea